2,5-bis(4-bromophenyl)-1,3,4-thiadiazole BrC1=CC=C(C=C1)C=1SC(=NN1)C1=CC=C(C=C1)Br